pyridine-2,6-dicarboxamide N1=C(C=CC=C1C(=O)N)C(=O)N